5-(2-chloro-6-(trifluoromethyl)phenyl)-2-(((2-(dimethylamino)ethyl)amino)methylene)cyclohexane-1,3-dione ClC1=C(C(=CC=C1)C(F)(F)F)C1CC(C(C(C1)=O)=CNCCN(C)C)=O